C(C)N(S(=O)(=O)F)CC N,N-diethyl-sulfamoyl fluoride